C[Hf](C1=CC=CC=2C3=CC=CC=C3CC12)(C1C=CC=C1)(=C(C1=CC=CC=C1)CCC=C)C dimethyl-(3-buten-1-yl)(phenyl)methylene(cyclopentadienyl)(fluorenyl)hafnium